2-amino-N-[4-chloro-3-(trifluoromethyl)phenyl]-5,6-dihydro-4H-cyclopenta[b]Thiophene-3-carboxamide NC1=C(C2=C(S1)CCC2)C(=O)NC2=CC(=C(C=C2)Cl)C(F)(F)F